7-(4-(1H-1,2,3-triazol-1-yl)pyridin-3-yl)-2-(2-chlorophenyl)-5,7-diazaspiro[3.4]octane-6,8-dione N1(N=NC=C1)C1=C(C=NC=C1)N1C(NC2(CC(C2)C2=C(C=CC=C2)Cl)C1=O)=O